Cl.CN(C)C(C(=O)O)CCC N,N-dimethylaminopentanoic acid hydrochloride